C1(=CC=CC=C1)NN 2-Phenylhydrazine